(3-amino-2,4,6-trimethyl-phenyl)-diphenylphosphoryl-methanone NC=1C(=C(C(=CC1C)C)C(=O)P(=O)(C1=CC=CC=C1)C1=CC=CC=C1)C